NC1=NC=CC=C1C1=NC=2C(=NC(=CC2)C=2C=C(C=CC2)N2C(CCC2)=O)N1C1=CC=C(C=C1)CO 1-(3-(2-(2-Aminopyridin-3-yl)-3-(4-(hydroxymethyl)phenyl)-3H-imidazo[4,5-b]pyridin-5-yl)phenyl)pyrrolidin-2-one